3-amino-4-((4-((2-amino-4-sulfamoylphenyl)amino)but-2-en-1-yl)amino)-5-methoxybenzamide NC=1C=C(C(=O)N)C=C(C1NCC=CCNC1=C(C=C(C=C1)S(N)(=O)=O)N)OC